N-(2-(2-amino-6-hydroxy-9H-purin-9-yl)ethyl)-3-trifluoromethyl-1H-pyrazole-5-carboxamide NC1=NC(=C2N=CN(C2=N1)CCNC(=O)C1=CC(=NN1)C(F)(F)F)O